C(C1=CC=CC=C1)OC(CNC([C@@H](NC(=O)OCC1=CC=CC=C1)COC(C)(C)C)=O)=O N-carbobenzoxy-O-tertiary butyl-L-seryl-glycine benzyl ester